CC1(C(=O)OCOC(C(C(=O)OCOC1=O)(C)C)=O)C bis(methylene) bis(2,2-dimethyl malonate)